C[Pt](C1(C=CC=C1)[Si](C1=CC=CC=C1)(C)C)(C)C trimethyl-(dimethylphenylsilylcyclopentadienyl)platinum (IV)